Diisoundecylphthalate C(CCCCCCCC(C)C)OC(C=1C(C(=O)OCCCCCCCCC(C)C)=CC=CC1)=O